BrC1=C(C=CC(=C1)C(F)(F)F)C=1C=C2CCN(C(C2=CC1)=O)C=1C=CC(=C(C1)NS(=O)(=O)C)OCOCCOC N-(5-(6-(2-bromo-4-(trifluoromethyl)phenyl)-1-oxo-3,4-dihydroisoquinolin-2(1H)-yl)-2-((2-methoxyethoxy)methoxy)phenyl)methanesulfonamide